[O-]S(=O)(=O)C(F)(F)F.C(CCC)[NH+]1C=C(C=C1)CCCC 1,3-Dibutylpyrrolium triflat